N1CCCC12CCN(CC2)CC2=C(C(=NC=C2)C=2C=C1CN(C(C1=CC2)=O)C2C(NC(CC2)=O)=O)F 3-(5-(4-((1,8-diazaspiro[4.5]decan-8-yl)methyl)-3-fluoropyridin-2-yl)-1-oxoisoindolin-2-yl)piperidine-2,6-dione